N[13C@@H]([13CH2][13CH2][13CH2]N)[13C](=O)O [13C5]Ornithine